bromo-3-(2-chloroethoxy)-2-fluorobenzene BrC1=C(C(=CC=C1)OCCCl)F